N-{3-[3-(3-Diethylamino-propylcarbamoyl)-phenylamino]-phenyl}-nicotinamide C(C)N(CCCNC(=O)C=1C=C(C=CC1)NC=1C=C(C=CC1)NC(C1=CN=CC=C1)=O)CC